1,5-Dimethyl-3-(4-(methylsulfonyl)phenyl)-1H-pyrazole-4-ol CN1N=C(C(=C1C)O)C1=CC=C(C=C1)S(=O)(=O)C